C1(=CC=CC=C1)P(C1(C(=C2C=CC=CC2=CC1)C1=CC=CC2=CC=CC=C12)P(C1=CC=CC=C1)C1=CC=CC=C1)C1=CC=CC=C1 (±)-2,2-Bis(diphenyl-phosphino)-1,1'-binaphthalene